Cl.FC=1C=2N(C=C(C1)C1=CC3=C(C=N1)N=C(S3)OC3CCNCC3)C=C(N2)C 6-(8-fluoro-2-methylimidazo[1,2-a]pyridin-6-yl)-2-[(piperidin-4-yl)oxy][1,3]thiazolo[4,5-c]pyridine hydrochloride